CC=1OC2=C(C(=NC(=C2)NC(=O)C2=CC=C(C3=CN(N=C23)C)N2CCNCC2)C)N1 N-{2,4-dimethyl-[1,3]oxazolo[4,5-c]pyridin-6-yl}-2-methyl-4-(piperazin-1-yl)indazole-7-carboxamide